copper diphosphide [P-3].[P-3].[Cu+2]